4-ethyl-2,3-dioxapiperazine-1-carboxamide C(C)N1OON(CC1)C(=O)N